2-methyl-2-(methylsulfonyl)-4-(2-oxo-4-(4-(1-(pyrimidin-4-ylmethyl)-1H-1,2,3-triazol-4-yl)phenyl)pyridin-1(2H)-yl)-N-((tetrahydro-2H-pyran-2-yl)oxy)butanamide CC(C(=O)NOC1OCCCC1)(CCN1C(C=C(C=C1)C1=CC=C(C=C1)C=1N=NN(C1)CC1=NC=NC=C1)=O)S(=O)(=O)C